CC1=CC(CCC1)C1=C(C=C(C=C1O)CCCCC)O 2-(3-Methylcyclohex-2-en-1-yl)-5-pentylbenzene-1,3-diol